5-hydroxymethylfurfural imin OCC1=CC=C(C=N)O1